4-((2-((5-chloro-1-((1s,4s)-1-(ethylimino)-1-oxidotetrahydro-1λ6-thiopyran-4-yl)-1H-pyrazol-4-yl)amino)-5-(trifluoromethyl)pyrimidin-4-yl)oxy)piperidine-1-carboxylic acid ethyl ester C(C)OC(=O)N1CCC(CC1)OC1=NC(=NC=C1C(F)(F)F)NC=1C=NN(C1Cl)[C@H]1CC[S@@](C=C1)(=O)=NCC